COC[C@H](C1=NC=CC=N1)NC=1C=2C(NC(C1C=1NC3=C(C=NC(=C3)OC)N1)=O)=CN(N2)C |o1:3| (S*)-7-((2-methoxy-1-(pyrimidin-2-yl)ethyl)amino)-6-(6-methoxy-1H-imidazo[4,5-c]pyridin-2-yl)-2-methyl-2H-pyrazolo[4,3-b]pyridin-5(4H)-one